[Cl-].O=C1OC2=CC=CCN2S1 1-oxa-2-oxo-3-thiaindolizine chloride